F[P-](F)(F)(F)(F)F.S(C1=CC=C(C=C1)[S+](C1=CC=C(C=C1)OCCO)C1=CC=C(C=C1)OCCO)C1=CC=C(C=C1)[S+](C1=CC=C(C=C1)OCCO)C1=CC=C(C=C1)OCCO.F[P-](F)(F)(F)(F)F thio-di-1,4-phenylene-bis[di-(4-hydroxyethoxyphenyl)sulphonium] hexafluorophosphate